tert-pentanoyl chloride C(C=O)(C)(CC)Cl